(7-chloro-6-methyl-1H-imidazo[4,5-b]pyridin-2-yl)methanol ClC1=C2C(=NC=C1C)N=C(N2)CO